N-(6-(6-(hydroxymethyl)-3-azabicyclo[3.1.0]hexan-3-yl)-2,2-dimethyl-2,3-dihydrobenzo-furan-5-yl)pyrazolo[1,5-a]pyrimidine-3-carboxamide OCC1C2CN(CC12)C1=CC2=C(CC(O2)(C)C)C=C1NC(=O)C=1C=NN2C1N=CC=C2